C(OC=1C(C(=O)O)=CC=CC1)OC=1C(C(=O)O)=CC=CC1 methylenebissalicylic acid